6-(difluoromethyl)-5-fluoro-N-(8-fluoro-6-oxo-1,4,5,6-tetrahydro-2H-pyrano[3,4-c]isoquinolin-1-yl)-N-methyl-1H-indole-2-carboxamide FC(C1=C(C=C2C=C(NC2=C1)C(=O)N(C)C1COCC=2NC(C=3C=C(C=CC3C21)F)=O)F)F